IC=1N=C(N2N=CNC(C21)=O)[C@H]2CN(CC2)C(=O)OCC2=CC=CC=C2 benzyl (R)-3-(5-iodo-4-oxo-3,4-dihydroimidazo[5,1-f][1,2,4]triazin-7-yl)pyrrolidine-1-carboxylate